NC=1N=NC(=CC1C1=CC=C(C=C1)O)Cl 4-(3-amino-6-chloropyridazin-4-yl)phenol